C1(=CC=CC=C1)S(=O)(=O)N1C=CC=2C1=NC=C(C2NC2CC(C2)O)[N+](=O)[O-] 3-[[1-(benzenesulfonyl)-5-nitro-pyrrolo[2,3-b]pyridin-4-yl]amino]cyclobutanol